trans-4-(((trans-4-(6-Cyano-5-methoxypyridin-2-yl)cyclohexyl) methyl)(3-(2-cyclopropyloxazol-4-yl)phenyl)carbamoyl)cyclohexyl methylcarbamate CNC(O[C@@H]1CC[C@H](CC1)C(N(C1=CC(=CC=C1)C=1N=C(OC1)C1CC1)C[C@@H]1CC[C@H](CC1)C1=NC(=C(C=C1)OC)C#N)=O)=O